NC1=C2C(=NC=N1)N(N=C2C2=CC=C(C=C2)OC2=CC=CC=C2)C2CCN(CC2)C(CCCSC2=C1C(N(C(C1=CC=C2)=O)C2C(NC(CC2)=O)=O)=O)=O 4-((4-(4-(4-amino-3-(4-phenoxyphenyl)-1H-pyrazolo[3,4-d]pyrimidin-1-yl)piperidin-1-yl)-4-oxobutyl)thio)-2-(2,6-dioxopiperidin-3-yl)isoindoline-1,3-dione